2-(1,5-dimethyl-3-phenyl-1H-pyrrol-2-yl)-N-(4-(4-(5-fluoropyrimidin-2-yl)piperazin-1-yl)phenyl)-2-(hydroxyimino)acetamide CN1C(=C(C=C1C)C1=CC=CC=C1)C(C(=O)NC1=CC=C(C=C1)N1CCN(CC1)C1=NC=C(C=N1)F)=NO